C(=O)[O-].C[NH2+]C dimethyl-ammonium formate